[6-[3-(3,3-difluorocyclobutyl)-1H-1,2,4-triazol-5-yl]-2-azaspiro[3.3]heptan-2-yl]-[6-[[3-fluoro-5-(trifluoromethyl)-2-pyridyl]methyl]-2-azaspiro[3.3]heptan-2-yl]methanone FC1(CC(C1)C1=NNC(=N1)C1CC2(CN(C2)C(=O)N2CC3(C2)CC(C3)CC3=NC=C(C=C3F)C(F)(F)F)C1)F